ClC=1C=C(C=C(C1)F)NC1C2=C(C=3N(CC1)N=NC3C)C=CC(=C2)C=2CCN(CC2)C(=O)OC(C)(C)C tert-butyl 4-(7-((3-chloro-5-fluorophenyl)amino)-1-methyl-6,7-dihydro-5H-benzo[c][1,2,3]triazolo[1,5-a]azepin-9-yl)-3,6-dihydropyridine-1(2H)-carboxylate